N[C@@H]1C2=CC=CC=C2CC12CCN(CC2)C=2N=CC(=NC2)SC2=C(C(=NC=C2)P(C)(C)=O)Cl (S)-(4-((5-(1-amino-1,3-dihydrospiro[inden-2,4'-piperidin]-1'-yl)pyrazin-2-yl)thio)-3-chloropyridin-2-yl)dimethylphosphine oxide